FC(C(=O)O)(F)F.N1CC(C1)CC1=NC(=NO1)C1=CC=C(C=C1)OCC1CCCC1 5-(azetidin-3-ylmethyl)-3-(4-(cyclopentylmethoxy)phenyl)-1,2,4-oxadiazole trifluoroacetate salt